methyl 1-(4-methyltetrahydro-2H-pyran-4-yl)-6-oxo-4-(tolyloxy)-1,6-dihydropyridine-3-carboxylate CC1(CCOCC1)N1C=C(C(=CC1=O)OC1=C(C=CC=C1)C)C(=O)OC